C(CC#C)OCCC#N 3-But-3-ynoxypropanenitrile